hydroxymethyl (S)-6-diazo-2-((S)-2-methoxypropanamido)-5-oxohexanoate [N+](=[N-])=CC(CC[C@@H](C(=O)OCO)NC([C@H](C)OC)=O)=O